ClC=1C(=NC(=NC1)NC=1C=C(C=NC1)N1C(CCC1)=O)C1CN(CCC1)C(=O)C1COC1 1-(5-((5-chloro-4-(1-(oxetane-3-carbonyl)piperidin-3-yl)pyrimidin-2-yl)amino)pyridin-3-yl)pyrrolidin-2-one